3-bromo-5-((5-methyl-1-(tetrahydro-2H-pyran-2-yl)-1H-indazol-4-yl)oxy)pyridin-4-amine BrC=1C=NC=C(C1N)OC1=C2C=NN(C2=CC=C1C)C1OCCCC1